C1(=CC=C2C=CC3=CC=CC4=CC=C1C2=C34)C=3C=CC4=CC2=C(C1=C(O2)C=2C=CC=CC2C=C1)C=C4C3 9-(pyren-1-yl)dinaphtho[1,2-b:2',3'-d]furan